3,5-dihydroxy-N-phenylbenzenesulfonamide OC=1C=C(C=C(C1)O)S(=O)(=O)NC1=CC=CC=C1